COC(=O)C1CC(N(CC1)C1=NC(=CN=C1Cl)Cl)C 1-(3,6-dichloropyrazin-2-yl)-2-methylpiperidine-4-carboxylic acid methyl ester